3-[2-(3-methoxyphenyl)-2-oxoethyl]-1-isopropylimidazole COC=1C=C(C=CC1)C(CN1CN(C=C1)C(C)C)=O